6-chloro-3-(((R)-1-(2-((3R,4R)-3,4-difluoropyrrolidin-1-yl)-3,6-dimethyl-4-oxo-3,4-dihydroquinazolin-8-yl)ethyl)amino)picolinic acid ClC1=CC=C(C(=N1)C(=O)O)N[C@H](C)C=1C=C(C=C2C(N(C(=NC12)N1C[C@H]([C@@H](C1)F)F)C)=O)C